3-cyclopropylisoxazole-4-carboxylic acid C1(CC1)C1=NOC=C1C(=O)O